C(C)(C)(C)OC(=O)NC/C=C/COCC1C[C@H](N(C1)C(CNC(=O)C=1C=CC=2SC3=CC=CC=C3OC2C1)=O)C(=O)OCC1=CC=CC=C1 Benzyl (2S)-4-((((E)-4-((tert-butoxycarbonyl)amino)but-2-en-1-yl)oxy)methyl)-1-((phenoxathiine-3-carbonyl)glycyl)pyrrolidine-2-carboxylate